C(C)OC(=O)C1=CC=2C(=C(N=CC2)C2CCN(CC2)C(=O)OC(C)(C)C)N1 7-(1-(Tert-Butoxycarbonyl)piperidin-4-yl)-1H-pyrrolo[2,3-c]pyridine-2-carboxylic acid ethyl ester